2-(6-methoxypyridin-3-yl)acetyl chloride COC1=CC=C(C=N1)CC(=O)Cl